C(#N)C1=C(C2=C(NC(N(C2=O)C(C(=O)OC(C)(C)C)(C)C)=O)S1)C tert-butyl 2-(6-cyano-5-methyl-2,4-dioxo-1,2-dihydrothieno[2,3-d]pyrimidin-3(4H)-yl)-2-methylpropionate